6,7-dihydropyrazolo[1,5-a]pyrazine-5(4H)-carboxylate N1=CC=C2N1CCN(C2)C(=O)[O-]